(2S)-N-[(1S)-2-amino-2-oxo-1-[[(3S)-2-oxopyrrolidin-3-yl]methyl]ethyl]-2-[[(E)-3-(4-chloro-2-fluoro-phenyl)prop-2-enoyl]amino]-4-methyl-pentanamide NC([C@H](C[C@H]1C(NCC1)=O)NC([C@H](CC(C)C)NC(\C=C\C1=C(C=C(C=C1)Cl)F)=O)=O)=O